Cl.NC1=CC=C2C(C=C(OC2=C1[N+](=O)[O-])C1CCNCC1)=O 7-amino-8-nitro-2-(piperidin-4-yl)-4H-chromen-4-one hydrochloride